O=C1N(C(CCC1N1C(C2=CC=C(C=C2C1)O[C@@H]1[C@H](CCCCC1)NC(OC(C)(C)C)=O)=O)=O)COCC[Si](C)(C)C Tert-butyl ((1S,2S)-2-((2-(2,6-dioxo-1-((2-(trimethylsilyl)ethoxy)methyl)piperidin-3-yl)-1-oxoisoindolin-5-yl)oxy)cycloheptyl)carbamate